C(CCCCCCCC)N(CC(=O)N1CCN(CC1)C(=O)OC(C)(C)C)CCCCCCCCC tert-Butyl 4-(dinonylglycyl)piperazine-1-carboxylate